C(C)(=O)C1=NN(C2=CC=C(C=C12)C=1C=NC(=NC1)C)CC(=O)N1[C@@H]2C[C@@]2(C[C@H]1C(=O)N[C@H](C)CC)C (1R,3S,5R)-2-(2-(3-acetyl-5-(2-methylpyrimidin-5-yl)-1H-indazol-1-yl)acetyl)-N-((R)-sec-butyl)-5-methyl-2-azabicyclo[3.1.0]hexane-3-carboxamide